3-ethylsulfonyl-5-(methylamino)pyridine-2-carboxylic acid tert-butyl ester C(C)(C)(C)OC(=O)C1=NC=C(C=C1S(=O)(=O)CC)NC